CC1=NC(=NO1)C1=CC=C2C=CN=C(C2=C1)NC=CC(=O)NC1=NN(C(=C1)C(F)(F)F)C 3-((7-(5-methyl-1,2,4-oxadiazol-3-yl)isoquinolin-1-yl)amino)-N-(1-methyl-5-(trifluoromethyl)-1H-pyrazol-3-yl)acrylamide